4-(3-chloro-2-methylanilino)-5'-methyl-2'-[(2R)-2-methyl-3-{[(5R)-5-methyl-5,6,7,8-tetrahydroquinolin-4-yl]oxy}propyl]-2',3'-dihydrospiro[cyclohexane-1,1'-isoindole]-4-carboxylic acid ClC=1C(=C(NC2(CCC3(N(CC4=CC(=CC=C34)C)C[C@H](COC3=CC=NC=4CCC[C@H](C34)C)C)CC2)C(=O)O)C=CC1)C